C1(CC1)C=1C=CC(=C(C1)NC(=O)N1CC(CC1)(C1=NC=NS1)C1=CC(=C(C=C1)C)F)CN1CC(CC1)(F)F N-(5-cyclopropyl-2-((3,3-difluoropyrrolidin-1-yl)methyl)phenyl)-3-(3-fluoro-4-methylphenyl)-3-(1,2,4-thiadiazol-5-yl)pyrrolidine-1-carboxamide